[C@H]12CN(C[C@H](CC1)N2)C2=NC(=NC1=C(C(=C(C=C21)Cl)C2=CC=CC1=CC=CC=C21)F)OCC21CC(C2)(C1)N(C)C 4-((S or R)-4-((1R,5S)-3,8-diazabicyclo[3.2.1]octan-3-yl)-6-chloro-2-((3-(dimethyl-amino)bicyclo[1.1.1]pentan-1-yl)methoxy)-8-fluoro-quinazolin-7-yl)naphthalen